COCCNC1=C2C(=NC(=C1)NC1=CC=C(C3=C1OCCO3)C(=O)N3CCOCC3)NC=C2C(F)(F)F (8-((4-((2-methoxyethyl)amino)-3-(trifluoromethyl)-1H-pyrrolo[2,3-b]pyridin-6-yl)amino)-2,3-dihydrobenzo[b][1,4]dioxin-5-yl)(morpholino)methanone